tert-butyl 6-oxooctahydro-2H-pyrazino[1,2-c]pyrimidine-2-carboxylate O=C1NCCC2N1CCN(C2)C(=O)OC(C)(C)C